N-(2-fluoro-3-sulfamoylphenyl)-2-(oxan-4-ylmethyl)indazole-3-carboxamide FC1=C(C=CC=C1S(N)(=O)=O)NC(=O)C=1N(N=C2C=CC=CC12)CC1CCOCC1